OCCC1=CC(=C2C(=N1)C(=CN2)NC(C)=O)C N-(5-(2-hydroxyethyl)-7-methyl-1H-pyrrolo[3,2-b]pyridin-3-yl)acetamide